ClC1=C(C(=C(CC(C(=O)N)CC)C=C1)F)C=1NC(C=C(N1)C=1C=NC(=CC1)C(F)(F)F)=O (4-chloro-2-fluoro-3-{6-oxo-4-[6-(trifluoromethyl)pyridin-3-yl]-1,6-dihydropyrimidin-2-yl}benzyl)butanamide